4-Bromo-3-hydroxy-5-methylisoindolin-1-one BrC1=C2C(NC(C2=CC=C1C)=O)O